BrC1=NN(C=N1)C 3-bromo-1-Methyl[1,2,4]triazole